N-[3-(5-aminoisoquinolin-3-yl)phenyl]prop-2-enamide NC1=C2C=C(N=CC2=CC=C1)C=1C=C(C=CC1)NC(C=C)=O